ClC1=CC=C(C(=N1)C(=O)O)N1N=CC=N1 6-chloro-3-(triazol-2-yl)pyridine-2-carboxylic acid